BrC=1C=CC2=C(OC3(CCOCC3)CC(N2)=O)C1 8-bromo-2',3',5',6'-tetrahydro-3H-spiro[benzo[b][1,4]oxazepin-2,4'-pyran]-4(5H)-one